CS(=O)(=O)OCCOCCOCCOCCOC1=C(C(=CC(=C1)C(F)(F)F)NC(=O)NC1=CC(=C(C=C1)C)NC1=CC=C2/C(/C(NC2=C1)=O)=C/C=1NC=CC1)F (Z)-2-(2-(2-(2-(3-(3-(3-((3-((1H-pyrrol-2-yl)methylene)-2-oxoindolin-6-yl)amino)-4-methylphenyl)ureido)-2-fluoro-5-(trifluoromethyl)phenoxy)ethoxy)ethoxy)ethoxy)ethyl methanesulfonate